FC(C1CC(N(C1)CC(=O)N)=O)(F)F 2-(4-trifluoromethyl-2-oxopyrrolidin-1-yl)acetamide